5-bromo-1-(4-fluorophenyl)-2-oxo-1,2-dihydropyridine-3-carboxamide BrC=1C=C(C(N(C1)C1=CC=C(C=C1)F)=O)C(=O)N